C1(CC1)C1=NN(C=C1C1=CC=2C(=NC=CN2)C=N1)[C@@H]1C[C@H](C1)CNC=1C=C2C(N(C(C2=CC1)=O)C1C(NC(CC1)=O)=O)=O 5-(((trans-3-(3-cyclopropyl-4-(pyrido[3,4-b]pyrazin-7-yl)-1H-pyrazol-1-yl)cyclobutyl)methyl)amino)-2-(2,6-dioxopiperidin-3-yl)isoindoline-1,3-dione